C(\C=C\C(=O)O)(=O)O.C(\C=C\C(=O)O)(=O)O.ClC=1C=CC(=C(CN2CC(CC2)CN)C1)OCC (1-(5-chloro-2-ethoxybenzyl)pyrrolidin-3-yl)methanamine difumarate